octylamino(octyl-amine) C(CCCCCCC)NNCCCCCCCC